C(CCCC#C)C=1C=C(C=CC1)C1=CC=CC=C1 3'-(hex-5-yn-1-yl)-[1,1'-biphenyl]